Methyl (3S)-1-(5-{7-cyclopropyl-5-[(1R)-1-methyl-1,2,3,4-tetrahydroisoquinoline-2-carbonyl]pyrazolo[1,5-a]pyrimidin-2-yl}-6-fluoropyrazin-2-yl)pyrrolidine-3-carboxylate C1(CC1)C1=CC(=NC=2N1N=C(C2)C=2N=CC(=NC2F)N2C[C@H](CC2)C(=O)OC)C(=O)N2[C@@H](C1=CC=CC=C1CC2)C